CC1=CC=CC(=N1)C=1C=C2N(N1)CCC2 2-(6-methyl-pyridin-2-yl)-5,6-dihydro-4H-pyrrolo[1,2-b]pyrazol